C(C)OC(CC1(OCCO1)C)=O ethyl-2-methyl-1,3-dioxolane-2-acetate